(4-chloro-3-(difluoromethoxy) benzyl) (((((ethoxycarbonyl) amino) methionyl)) amino)-1H-pyrrole-2-carboxylate C(C)OC(=O)NN[C@@H](CCSC)C(=O)NN1C(=CC=C1)C(=O)OCC1=CC(=C(C=C1)Cl)OC(F)F